methyl (S)-6-(2,4-dichlorophenyl)-5-(4-(pyrrolidin-3-yloxy) phenyl)-7,8-dihydronaphthalene-2-carboxylate ClC1=C(C=CC(=C1)Cl)C1=C(C=2C=CC(=CC2CC1)C(=O)OC)C1=CC=C(C=C1)O[C@@H]1CNCC1